CN(C=1C=CC(=C(C1)N1/C(/SCC1=O)=N/C(=O)NC1=C(C=C(C=C1)N1N=C(N=C1)C1=CC=C(C=C1)C(F)(F)F)F)OCC(F)(F)F)C (Z)-1-(3-(5-(dimethylamino)-2-(2,2,2-trifluoroethoxy)phenyl)-4-oxothiazolidin-2-ylidene)-3-(2-fluoro-4-(3-(4-(trifluoromethyl)phenyl)-1H-1,2,4-triazol-1-yl)phenyl)urea